NC1=CC=C(N(C)CCNC(OC(C)(C)C)=O)C=C1 tert-butyl N-[2-(4-amino-N-methyl-anilino)ethyl]carbamate